C(=O)C1=C(C=C(C=C1)N1C(N=C(C=C1)NC(=O)N1CCN(CC1)C(C(C)(C)NC(OC(C)(C)C)=O)=O)=O)C tert-butyl (1-(4-((1-(4-formyl-3-methylphenyl)-2-oxo-1,2-dihydropyrimidin-4-yl)carbamoyl)piperazin-1-yl)-2-methyl-1-oxopropan-2-yl)carbamate